F[C@H]1C[C@@](C[C@H]1NS(=O)(=O)C)(C(=O)N(C)OC)CC1=C(C=CC(=C1)C1=NC=C(C=N1)F)F |o1:1,3,5| (1R*,3S*,4R*)-3-fluoro-1-(2-fluoro-5-(5-fluoropyrimidin-2-yl)benzyl)-N-methoxy-N-methyl-4-(methylsulfonamido)cyclopentane-1-carboxamide